8-[(1-tert-Butoxycarbonyl-piperidin-4-ylmethyl)-amino]-6-(2-chloro-pyridin-4-yl)-imidazo[1,2-a]pyrazine-2-carboxylic acid ethyl ester C(C)OC(=O)C=1N=C2N(C=C(N=C2NCC2CCN(CC2)C(=O)OC(C)(C)C)C2=CC(=NC=C2)Cl)C1